BrC=1C(C(=C(N(C1CN1C=NC=C1)CC)C1=CC(=C(C=C1)Cl)Cl)C(=O)OCC)=O ethyl 5-bromo-2-(3,4-dichlorophenyl)-1-ethyl-6-(imidazol-1-ylmethyl)-4-oxo-pyridine-3-carboxylate